2-methoxy-N-(1-methyl-3-(trifluoromethyl)-1H-pyrazol-5-yl)nicotinamide COC1=C(C(=O)NC2=CC(=NN2C)C(F)(F)F)C=CC=N1